N2-(3,3-difluorocyclopentyl)-N4-((1s,3s)-3-(4-fluorophenyl)cyclobutyl)-6-(6-(trifluoromethyl)pyridin-2-yl)-1,3,5-triazine-2,4-diamine FC1(CC(CC1)NC1=NC(=NC(=N1)NC1CC(C1)C1=CC=C(C=C1)F)C1=NC(=CC=C1)C(F)(F)F)F